(chloromethylsilyl)(ethylaminomethylsilyl)trimethylsilylamine ClC[SiH2]N([Si](C)(C)C)[SiH2]CNCC